C(C)N([S@](=O)C(C)(C)C)[C@H](C)C1=NC(=C(C=C1)OC)C=1C=C(C=2N(C1)C=CN2)CCCC=C (R)-N-ethyl-N-((R)-1-(5-methoxy-6-(8-(pent-4-en-1-yl)imidazo[1,2-a]pyridin-6-yl)pyridin-2-yl)ethyl)-2-methylpropane-2-sulfinamide